CN1CC2=CC(=CC(=C2CC1)C)C=1N=C(C(=NC1)N)OCC1=C(C=NC=C1)OC(C)C 5-(2,5-dimethyl-1,2,3,4-tetrahydroisoquinolin-7-yl)-3-((3-isopropoxypyridin-4-yl)methoxy)pyrazin-2-amine